C1(CCCCC1)P(C1=C(C=CC=C1)C1=C(C=C(C=C1C(C)C)CC)C(C)C)C1CCCCC1 dicyclohexyl-(4'-ethyl-2',6'-diisopropyl-[1,1'-biphenyl]-2-yl)phosphine